CC1(CC(=C(CC1)CN1CCN(CC1)C1=CC=C(C(=O)O)C=C1)C1=C(SC=C1)C)C 4-(4-((4,4-dimethyl-2-(2-methylthiophen-3-yl)cyclohex-1-en-1-yl)methyl)piperazin-1-yl)benzoic acid